2,3-dimethyl-1H-pyrrolo[2,3-b]pyridine CC1=C(C=2C(=NC=CC2)N1)C